CCCCN(CCCC)C(=O)COCC(=O)N(CCCC)CCCC 2,2'-oxybis(N,N-dibutylacetamide)